N,N'-bis(1-N-dodecyl-3-pyridyl)ethylenediamine bromide [Br-].C(CCCCCCCCCCC)N1CC(=CC=C1)NCCNC=1CN(C=CC1)CCCCCCCCCCCC